C(C)OC(=O)C1(CC2(C1)OCCO2)CC.CSCCN(CCC(=C)C2=CC=CC=C2)CCSC 1-di-(methylthioethyl)amino-3-phenylbut-3-ene ethyl-2-ethyl-5,8-dioxaspiro[3.4]octane-2-carboxylate